FC1=CC(=C(C=C1)C=1CCCC2=C(C1C1=CC=C(C=C1)CC1CN(C1)CCCF)C=CC=C2OC)C(F)(F)F 8-(4-Fluoro-2-(trifluoromethyl)phenyl)-9-(4-((1-(3-fluoropropyl)azetidin-3-yl)methyl)phenyl)-4-methoxy-6,7-dihydro-5H-benzo[7]annulen